N1(CCC1)C(=O)C1=C(C(=NC(=C1F)NC1=NNC(=C1)C)C[C@H]1C[C@H](N(CC1)CC1=C(C(=CC=C1)Cl)F)C)F (2R,4R)-4-((4-(azetidine-1-carbonyl)-3,5-difluoro-6-((5-methyl-1H-pyrazol-3-yl)amino)pyridin-2-yl)methyl)-1-(3-chloro-2-fluoro-benzyl)-2-methylpiperidine